tert-butyl 4-(5-bromo-2-(methoxymethyl)pyridin-3-yl)piperazine-1-carboxylate BrC=1C=C(C(=NC1)COC)N1CCN(CC1)C(=O)OC(C)(C)C